3-[5-(2-[[1,4-bipiperidin]-4-yloxy]ethyl)-3-methyl-2-oxo-1,3-benzodiazol-1-yl]piperidine-2,6-dione hydrochloride Cl.N1(CCC(CC1)OCCC1=CC2=C(N(C(N2C)=O)C2C(NC(CC2)=O)=O)C=C1)C1CCNCC1